7-((1-methylpiperidin-4-yl)oxy)phthalazin-1-amine CN1CCC(CC1)OC1=CC=C2C=NN=C(C2=C1)N